[3-(5-Cyano-1-methyl-4-oxo-6-thiophen-2-yl-1,4-dihydro-pyrimidin-2-ylsulfanylmethyl)-phenyl]-acetic acid ethyl ester C(C)OC(CC1=CC(=CC=C1)CSC=1N(C(=C(C(N1)=O)C#N)C=1SC=CC1)C)=O